3-Bromo-7-chloro-1-methyl-1H-indole BrC1=CN(C2=C(C=CC=C12)Cl)C